C(C)C1CN(CCN1)C1=CC=C2C(=NN(C2=C1)C)N1C(NC(CC1)=O)=O [6-(3-ethylpiperazin-1-yl)-1-methylindazol-3-yl]-1,3-diazinane-2,4-dione